CONC(N(C1=CC=CC=C1)CCCC)=O methoxy-1-butyl-1-phenylurea